C1(=C(C=CC=C1)N1COC(=N1)C(F)(F)F)C 3-(2-tolyl)-5-trifluoromethyl-1,3,4-oxadiazole